FC1(O[C@H]([C@H](N(C1)C(=O)C=1N=CN(C1C1=NC=C(C=N1)F)C)CNC1=NC=C(N=C1)C(F)(F)F)C)F ((5R,6S)-2,2-Difluoro-6-methyl-5-(((5-(trifluoromethyl)pyrazin-2-yl)amino)methyl)morpholino)(5-(5-fluoropyrimidin-2-yl)-1-methyl-1H-imidazol-4-yl)methanone